ClC1=C(C(=CC(=C1)[N+](=O)[O-])I)C 1-chloro-3-iodo-2-methyl-5-nitrobenzene